2-methyl-2-phenyl-butan-1-ol CC(CO)(CC)C1=CC=CC=C1